(1-((5-(trifluoromethyl)pyridin-3-yl)methyl)-1H-pyrazol-4-yl)methylamine hydrochloride Cl.FC(C=1C=C(C=NC1)CN1N=CC(=C1)CN)(F)F